FC1=CC(=CC=2N(C(=NC21)C2=CC=C(C=C2)S(=O)(=O)C)C)C2CCN(CC2)C2CCN(CC2)CC(C)C 4-fluoro-6-(1'-isobutyl-[1,4'-bipiperidin]-4-yl)-1-methyl-2-(4-(methylsulfonyl)phenyl)-1H-benzo[d]imidazole